5,6,7,8-Tetrahydro-1,7-naphthyridin-5-amine N1=CC=CC=2C(CNCC12)N